CC1(NC(CC(C1)OC(=O)CC(CC(=O)OC1CC(NC(C1)(C)C)(C)C)(C(=O)OC1CC(NC(C1)(C)C)(C)C)OC(C)=O)(C)C)C tris(2,2,6,6-tetramethyl-4-piperidyl)-2-acetoxypropane-1,2,3-tricarboxylate